7-Cyclopropyl-1,5,6,7,8,9-hexahydroimidazo[4',5':4,5]benzo[1,2-d]azepine C1(CC1)N1CCC2=C(CC1)C=C1C(=C2)NC=N1